ethyl 5,5-bis[(Z)-heptadec-8-enyl]-1-(3-pyrrolidin-1-ylpropyl)-2H-imidazole-2-carboxylate C(CCCCCC\C=C/CCCCCCCC)C1(C=NC(N1CCCN1CCCC1)C(=O)OCC)CCCCCCC\C=C/CCCCCCCC